NC1=C2C(=NC=N1)N(N=C2C2=NOC(=C2C2=NC=C(C(=N2)C)C2CCN(CC2)C(=O)OCC(=O)O)C2CC2)C(C)(C)C 2-[4-[2-[3-(4-amino-1-tert-butyl-pyrazolo[3,4-d]pyrimidin-3-yl)-5-cyclopropyl-isoxazol-4-yl]-4-methyl-pyrimidin-5-yl]piperidine-1-carbonyl]oxyacetic acid